(4-((1S,2S,4R)-bicyclo[2.2.1]heptan-2-ylamino)-2-(methylthio)pyrimidin-5-yl)methanol [C@H]12[C@H](C[C@H](CC1)C2)NC2=NC(=NC=C2CO)SC